(R)-2-amino-N-(bicyclo[1.1.1]pentan-1-yl)-2-cyclohexylacetamide hydrochloride Cl.N[C@@H](C(=O)NC12CC(C1)C2)C2CCCCC2